FC=1C=C2C(=NC(=NC2=CC1)NC1=CC=C(C=C1)N1CCOCC1)C(F)(F)F 6-fluoro-N-(4-(4-morpholinyl)phenyl)-4-trifluoromethylquinazolin-2-amine